CN1OC(C2C1C(CC(C2)(C2=C(C=C(C(=C2)C)C)C)C)C)(C)C 1,3,3,5,7-Pentamethyl-5-(2,4,5-trimethylphenyl)octahydrobenzo[c]isoxazol